BrC1CN(CC(C1)F)C#N 3-bromo-5-fluoropiperidinenitrile